CN(C)CC=1C=C(C=C(C1)F)NC(C1=CC(=C(C=C1)C)C#C)=O N-(3-((dimethylamino)methyl)-5-fluorophenyl)-3-ethynyl-4-methylbenzamide